methyl (3S,4R)-1-((4-amino-7-fluoro-1,3-dihydrofuro[3,4-c]quinolin-8-yl)carbonyl)-4-(4-(trifluoromethyl)phenyl)-3-pyrrolidinecarboxylate NC1=NC=2C=C(C(=CC2C2=C1COC2)C(=O)N2C[C@H]([C@@H](C2)C2=CC=C(C=C2)C(F)(F)F)C(=O)OC)F